4-[4-(2-aminoethyl)phenyl]-3-[6-(diethylamino)-2-methylpyrimidin-4-yl]oxybenzonitrile NCCC1=CC=C(C=C1)C1=C(C=C(C#N)C=C1)OC1=NC(=NC(=C1)N(CC)CC)C